CN1CCN(CC1)C=1C=C(C=CC1)NC=1N=CC2=C(N1)N(C=C2)CC2CCOCC2 N-(3-(4-Methylpiperazin-1-yl)phenyl)-7-((tetrahydro-2H-pyran-4-yl)methyl)-7H-pyrrolo[2,3-d]pyrimidin-2-amine